COC(NC=1C=NC(=CC1C(N[C@@H](CCC(C)(F)F)C(C(=O)NC)=O)=O)Cl)=O.O=S1(CCC12CN(C2)C=O)=O (1,1-dioxo-1-thia-6-azaspiro[3.3]hept-6-yl)methanone methyl-N-[6-chloro-4-[[(1S)-4,4-difluoro-1-[2-(methylamino)-2-oxo-acetyl]pentyl]carbamoyl]-3-pyridyl]carbamate